C1(CCCC1)C(CNC(OC(C)(C)C)=O)O tert-butyl (2-cyclopentyl-2-hydroxyethyl)carbamate